2-allyl-6-methylsulfanyl-1,2-dihydro-3H-pyrazolo[3,4-d]pyrimidin-3-one C(C=C)N1NC2=NC(=NC=C2C1=O)SC